(5R)-5-[4-methyl-3-[3-(trifluoromethyl)phenoxy]phenyl]-3-(triazol-1-yl)-4,5-dihydroisoxazole CC1=C(C=C(C=C1)[C@H]1CC(=NO1)N1N=NC=C1)OC1=CC(=CC=C1)C(F)(F)F